C[C@@H]1N(C[C@H](NC1)C)C=1C2=C(N=C(N1)OC[C@H]1N(CCC1)C)CN(CC2)C2=CC(=CC1=CC=CC=C21)O 4-[4-[(2S,5R)-2,5-dimethylpiperazin-1-yl]-2-[[(2S)-1-methylpyrrolidin-2-yl]methoxy]-6,8-dihydro-5H-pyrido[3,4-d]pyrimidin-7-yl]naphthalen-2-ol